Methyl 2-Methyl-5-(4-nitrophenoxy)benzoate CC1=C(C(=O)OC)C=C(C=C1)OC1=CC=C(C=C1)[N+](=O)[O-]